N1(N=CC=C1)C1=CC=C(C=C1)C1CCC2(CN(C2)C(=O)C2CC(C2)(C)O)CC1 (7-(4-(1H-pyrazol-1-yl)phenyl)-2-azaspiro[3.5]non-2-yl)((1s,3s)-3-hydroxy-3-methylcyclobutyl)methanone